ClC1=CC=C(C=C1)C(C(=O)N[C@H](C(=O)N[C@H](CCC(=O)O)C(=O)O)CC1CCC1)(C)C ((S)-2-(2-(4-chlorophenyl)-2-methylpropanamido)-3-cyclobutylpropanoyl)-D-glutamic acid